2,4-difluoro-N,N-diisopropylbenzamidine FC1=C(C(=N)N(C(C)C)C(C)C)C=CC(=C1)F